COC(CCCCCCC(=O)OC)=O octanedioic acid dimethyl ester